2-(4-methylphenyl)-cyclohexanone CC1=CC=C(C=C1)C1C(CCCC1)=O